ClCCN(C1=CC=C(\C=C/2\C(C3=CC(=C(C=C3CC2)OC)OC)=O)C=C1)CCCl (E)-2-(4-(bis(2-chloroethyl)amino)benzylidene)-6,7-dimethoxy-3,4-dihydronaphthalen-1(2H)-one